1-methyl-3-propyl-1,3-cyclopentadiene CC1=CC(=CC1)CCC